isopropyl ((((2R)-3-oxo-1-azabicyclo[2.2.1]heptan-2-yl)methoxy)(phenoxy)phosphoryl)-L-alaninate O=C1[C@H](N2CCC1C2)COP(=O)(OC2=CC=CC=C2)N[C@@H](C)C(=O)OC(C)C